C(C)(=O)ON=C(C=CC1=CC=CC=C1)C1=CC=C(C=C1)OC 1-(4-methoxyphenyl)-3-phenylpropan-2-en-1-one O-acetyloxime